N-((1-benzyl-1H-1,2,3-triazol-4-yl)methyl)-6-methylpyrazine-2-carboxamide C(C1=CC=CC=C1)N1N=NC(=C1)CNC(=O)C1=NC(=CN=C1)C